COC(=O)C=1N(C=CC1)C1=C(C(=C(C=C1)Br)F)[N+](=O)[O-] 1-(4-bromo-3-fluoro-2-nitrophenyl)pyrrole-2-carboxylic acid methyl ester